N-methyl-1,4-oxazepane-6-carboxamide CNC(=O)C1CNCCOC1